C(C)(=O)O[C@H]1[C@H](O[C@H]([C@@H]([C@H]1N1N=NC(=C1)C1=CC(=C(C(=C1)F)F)F)OC(C)=O)SC(C(=O)OC(C)(C)C)C(C)C)COC(C)=O (2R,3R,4S,5R,6S)-2-(Acetoxymethyl)-6-((1-(tert-butoxy)-3-methyl-1-oxobutan-2-yl)thio)-4-(4-(3,4,5-trifluorophenyl)-1H-1,2,3-triazol-1-yl)tetrahydro-2H-pyran-3,5-diyl diacetate